2-(2,6-dioxopiperidin-3-yl)-8-(14-((5-(5-methyl-5H-pyrido[4,3-b]indol-7-yl)pyridin-2-yl)oxy)-3,6,9,12-tetraoxatetradecyl)-2,8-diazaspiro[4.5]decane-1,3-dione O=C1NC(CCC1N1C(C2(CC1=O)CCN(CC2)CCOCCOCCOCCOCCOC2=NC=C(C=C2)C=2C=CC=1C3=C(N(C1C2)C)C=CN=C3)=O)=O